ethoxycarbonylmethyl methanedisulfonate C(S(=O)(=O)OCC(=O)OCC)S(=O)(=O)[O-]